CN([C@@H]1C(=C(C([C@]2(C(=C3C(C4=C(C(=CC=C4[C@@H](C3[C@@H](C12)O)C)NC(CCCCCCCCCCC)=O)O)=O)O)O)=O)C(=O)N)O)C (4S,5S,6R,12aS)-4-(dimethylamino)-9-(dodecanoylamino)-3,5,10,12,12a-pentahydroxy-6-methyl-1,11-dioxo-4a,5,5a,6-tetrahydro-4H-tetracene-2-carboxamide